N-(biphenyl-2-yl)-N-(3,3'',5''-tri-tert-butyl-1,1':4',1''-terphenyl-5-yl)-9,9-dimethyl-9H-fluoren-2-amine C1(=C(C=CC=C1)N(C1=CC=2C(C3=CC=CC=C3C2C=C1)(C)C)C=1C=C(C=C(C1)C1=CC=C(C=C1)C1=CC(=CC(=C1)C(C)(C)C)C(C)(C)C)C(C)(C)C)C1=CC=CC=C1